2-oxa-5-azabicyclo[2.2.1]Heptane hydrochloride Cl.C12OCC(NC1)C2